C(C)(C)(C)C(=O)N[C@H](C(=O)OC)CC=1C(=CC2=C(COC3=CC4=C(N(C(O4)=O)C)C=C23)C1)F methyl (S)-2-((tert-butylcarbonyl)amino)-3-(2-fluoro-10-methyl-9-oxo-9,10-dihydro-5H-benzo[3,4]chromeno[6,7-d]oxazol-3-yl)propanoate